4-Bromo-1-(2-oxopropyl)-1H-pyrrole-2-carbaldehyde BrC=1C=C(N(C1)CC(C)=O)C=O